The molecule is a tetrahydroxy-monohydroxy-flavone, with the four hydroxy groups at C-3',-4',-5 and 6, and the methoxy group at C-7. It has been isolated from a number of plant species, including Eremosparton songoricum, Rabdosia japonica and Ruellia tuberosa. It has a role as an EC 1.17.3.2 (xanthine oxidase) inhibitor and a metabolite. It is a tetrahydroxyflavone and a monomethoxyflavone. COC1=C(C(=C2C(=C1)OC(=CC2=O)C3=CC(=C(C=C3)O)O)O)O